THIAZOLE-2-BORONIC ACID S1C(=NC=C1)B(O)O